NC(C(=C(N)N)N)CCCCCCCC tetraaminoundecene